methyl-N-(piperidin-4-yl)quinolin-4-amine hydrochloride Cl.CC1=NC2=CC=CC=C2C(=C1)NC1CCNCC1